1(2H)-pyridinecarbonylchloride N1(CC=CC=C1)C(=O)Cl